OCCCS(=O)(=O)O 3-hydroxypropanesulfonic acid